2-(4-chloro-2-methoxyphenyl)-N-(1-(4-(2,6-dioxopiperidin-3-yl)-3,5-difluorophenyl)azetidin-3-yl)acetamide ClC1=CC(=C(C=C1)CC(=O)NC1CN(C1)C1=CC(=C(C(=C1)F)C1C(NC(CC1)=O)=O)F)OC